(4-chloropyridin-3-yl)(2,3-dihydro-4H-benzo[b][1,4]oxazin-4-yl)methanone ClC1=C(C=NC=C1)C(=O)N1C2=C(OCC1)C=CC=C2